ClC=1C=NC(=C2C(C=C(N(C12)C1=C(C=CC=C1Cl)Cl)CO)=O)OCCOCCOCCOCCO 8-chloro-1-(2,6-dichlorophenyl)-5-(2-(2-(2-(2-hydroxyethoxy)ethoxy)ethoxy)eth-oxy)-2-(hydroxymethyl)-1,6-naphthyridin-4(1H)-one